[Si](C)(C)(C(C)(C)C)OC=1C=2C=C(C=C(C2[C@H](CC1)C1=C(C(=C(C(=C1)F)Cl)C#N)C)C#N)F (8R)-5-[tert-butyl(dimethyl)silyl]oxy-8-(4-chloro-3-cyano-5-fluoro-2-methylphenyl)-3-fluoro-7,8-dihydronaphthalene-1-carbonitrile